tributyl-1-propyn C(CCC)C(C#C)(CCCC)CCCC